2-[2-[2-[4-[2-[4-[3-(2-ethoxy-4,4-dimethyl-6-oxo-cyclohexen-1-yl)-4-methyl-phenyl]phenoxy]ethyl]-piperazin-1-yl]ethoxy]ethoxy]acetic acid C(C)OC1=C(C(CC(C1)(C)C)=O)C=1C=C(C=CC1C)C1=CC=C(OCCN2CCN(CC2)CCOCCOCC(=O)O)C=C1